cyclopropyl-6-fluoro-5-(4-((5-fluoro-2-methyl-3-oxo-8-(prop-1-yn-1-yl)-3,4-dihydroquinoxalin-6-yl)methyl)piperazin-1-yl)pyridine C1(CC1)C1=NC(=C(C=C1)N1CCN(CC1)CC=1C(=C2NC(C(=NC2=C(C1)C#CC)C)=O)F)F